6-cyclobutanecarbonyl-2-{[3-(4-fluorophenyl)-5-methyl-1,2-oxazol-4-yl]methoxy}-5,6,7,8-tetrahydro-1,6-naphthyridine C1(CCC1)C(=O)N1CC=2C=CC(=NC2CC1)OCC=1C(=NOC1C)C1=CC=C(C=C1)F